2-chloro-6-(difluoromethyl)-4-(4-fluoro-2-(4-methyl-4H-1,2,4-triazol-3-yl)phenyl)pyridine ClC1=NC(=CC(=C1)C1=C(C=C(C=C1)F)C1=NN=CN1C)C(F)F